C(C)OC(CCC(=O)C1=CC2=NC(=C(C=C2S1)O)OC)=O 4-(6-hydroxy-5-methoxythieno[3,2-b]pyridin-2-yl)-4-oxobutanoic acid ethyl ester